(S)-9-(1-(4-fluorophenyl)-2-hydroxyethyl)-2-(2-isopropylphenyl)-7,9-dihydro-8H-purin-8-one FC1=CC=C(C=C1)[C@@H](CO)N1C2=NC(=NC=C2NC1=O)C1=C(C=CC=C1)C(C)C